C=CC=CC=C hex-1,3,5-triene